C(C)(C)(C)OC(=O)N1CC=2C=CC=C(C2C1)C(=O)O 2-(tert-butoxycarbonyl)-1,3-dihydroisoindole-4-carboxylic acid